C(C)C=1C=CC(=NC1)C=C 5-ethyl-2-vinylpyridine